C(C(C(=O)O)N)SSCC(C(=O)O)N The molecule is a sulfur-containing amino acid obtained by the oxidation of two cysteine molecules which are then linked via a disulfide bond. It has a role as a human metabolite and a mouse metabolite. It is an organic disulfide, a sulfur-containing amino acid and a cysteine derivative. It is a tautomer of a cystine zwitterion.